O1CCC2=C1C=CC=C2NC(N[C@@H]([C@H](C)NC(OC(C)(C)C)=O)C#CC)=S |&1:12| tert-butyl {(2S,3RS)-3-[3-(2,3-dihydrobenzofuran-4-yl)thioureido]hex-4-yn-2-yl}carbamate